2'-amino-[2,5'-bithiazole]-5-carbonitrile NC=1SC(=CN1)C=1SC(=CN1)C#N